C(C1=CC=CC=C1)O[C@@H]1CC[C@H](CC1)/C(=C\B1OC(C(O1)(C)C)(C)C)/C1=C2C(=NC=C1OC)N(C=C2)[Si](C(C)C)(C(C)C)C(C)C 4-((E)-1-(trans-4-(benzyloxy)cyclohexyl)-2-(4,4,5,5-tetramethyl-1,3,2-dioxaborolan-2-yl)vinyl)-5-methoxy-1-(triisopropylsilyl)-1H-pyrrolo[2,3-b]pyridine